C(CCCCCCCCCCC)C1=CC=CC=2C(C3=CC=CC=C3SC12)=O 4-dodecylthioxanthone